FC(OC=1C=CC(=C(C1)B1OC(C(O1)(C)C)(C)C)C)F 2-(5-(difluoromethoxy)-2-methylphenyl)-4,4,5,5-tetramethyl-1,3,2-dioxaborolane